FC(CO)(C1=CC(=CC=C1)[C@@H](C)NC=1C2=C(N=CN1)N=C(C(=C2)N2CCN(CC2)C(C)C)OC)F (R)-2,2-difluoro-2-(3-(1-((6-(4-isopropylpiperazin-1-yl)-7-methoxypyrido[2,3-d]pyrimidin-4-yl)amino)ethyl)phenyl)ethan-1-ol